C1(=CC=CC=C1)NC1=CC=C(C=C1)C1=CC=C(C=C1)C1=CC=CC=C1 N-phenyl-[1,1':4',1''-terphenyl]-4-amine